N1(C=NC=C1)C=1C=C(C=C(C1)OC)NC1=CC=NC2=CC=C(C=C12)I N-(3-(1H-imidazol-1-yl)-5-methoxyphenyl)-6-iodoquinolin-4-amine